ethyl 2-(4-(5-methylisothiazol-4-yl)cyclohex-3-en-1-yl)acetate CC1=C(C=NS1)C1=CCC(CC1)CC(=O)OCC